ClC1=C(C=CC=C1)[C@@H](C)N(C(O)=O)C=1C(=NOC1C1=CC=C(C=C1)N)C.ClC1=NC=CC(=C1)SCC1=CC=C(C=C1)Cl 2-chloro-4-((4-chlorobenzyl)thio)pyridine (R)-1-(2-chlorophenyl)ethyl-(5-(4-aminophenyl)-3-methylisoxazol-4-yl)carbamate